N-[5-(1H-benzimidazol-2-yl)-1-methyl-pyrazol-3-yl]-6-[3-(methoxymethyl)azetidin-1-yl]pyridine-3-carboxamide N1C(=NC2=C1C=CC=C2)C2=CC(=NN2C)NC(=O)C=2C=NC(=CC2)N2CC(C2)COC